(7R)-7-(hydroxymethyl)-3-(1-tritylpyrazol-4-yl)-5-oxa-2-thia-8,11-diazatricyclo[6.4.1.04,13]trideca-1(13),3-dien-12-one OC[C@@H]1COC2=C(SC=3C(NCCN1C32)=O)C=3C=NN(C3)C(C3=CC=CC=C3)(C3=CC=CC=C3)C3=CC=CC=C3